1-methyl-2-oxo-4-(4-phenylpiperidin-1-yl)-1,2-dihydroquinoline-3-carbonitrile CN1C(C(=C(C2=CC=CC=C12)N1CCC(CC1)C1=CC=CC=C1)C#N)=O